CC=1C=C(C=CC1)[Si](OC)(OC)OC m-methyl-phenyl-trimethoxysilane